tert-butyl (2R,5S)-4-(5-chloro-2-(hydroxymethyl)-3-methyl-3H-imidazo[4,5-b]pyridin-7-yl)-2,5-dimethylpiperazine-1-carboxylate ClC1=CC(=C2C(=N1)N(C(=N2)CO)C)N2C[C@H](N(C[C@@H]2C)C(=O)OC(C)(C)C)C